2-acrylamido-2-Methylpropanesulfonic Acid C(C=C)(=O)NC(CS(=O)(=O)O)(C)C